CCCCCCCCCCCCCCC(C(=O)N[C@@H](COP(=O)([O-])OCC[N+](C)(C)C)[C@@H](/C=C/CCCCCCCCCC(C)C)O)O The molecule is an N-acyl-15-methylhexadecasphing-4-enine-1-phosphocholine in which the acyl group has 16 carbons and 0 double bonds and is 2-hydroxylated. It derives from a 15-methylhexadecasphing-4-enine.